triphenylmethyl-histidine C1(=CC=CC=C1)C(C1=CC=CC=C1)(C1=CC=CC=C1)N[C@@H](CC1=CNC=N1)C(=O)O